(1S,3R)-N-(5-chloro-4-(1,1-dimethyl-2,3-dihydro-1H-benzo[d]pyrrolo[1,2-a]imidazol-7-yl)pyridin-2-yl)-3-propionamidocyclopentane-1-carboxamide ClC=1C(=CC(=NC1)NC(=O)[C@@H]1C[C@@H](CC1)NC(CC)=O)C1=CC2=C(N=C3N2C(CC3)(C)C)C=C1